ClC=1C=CC(=NC1)C1(OC2=C(O1)C=CC=C2N2CCN([C@@H]1CC[C@H]21)CC2=NC1=C(N2C[C@H]2OCC2)C=CC=C1)C |&1:20,23| 2-(((1RS,6SR)-5-(2-(5-chloropyridin-2-yl)-2-methylbenzo[d][1,3]dioxol-4-yl)-2,5-diazabicyclo[4.2.0]octan-2-yl)methyl)-1-(((S)-oxetan-2-yl)methyl)-1H-benzo[d]imidazole